2-(Ethyl(methyl)amino)-1-(2-(3-isopropyl-2-(8-methoxy-[1,2,4]triazolo[1,5-a]pyridin-6-yl)-1H-indol-5-yl)morpholino)ethanon C(C)N(CC(=O)N1CC(OCC1)C=1C=C2C(=C(NC2=CC1)C=1C=C(C=2N(C1)N=CN2)OC)C(C)C)C